hentriacontanedione CC(C(CCCCCCCCCCCCCCCCCCCCCCCCCCCC)=O)=O